C(C1=CC=CC=C1)(=O)N(C(=S)OCC)CC(C)C benzoyl-isobutyl-thiourethane